C(CCCCCCC)[P+](CCCCCCCC)(CCCCCCCC)CCCCCCCC.C(CCCCCCC)S(=O)(=O)[O-] octylsulfonate tetraoctylphosphonium salt